BrC1=NN(C(=C1C(N)=O)NCCO)[C@@H]1CN(CC1)C(=O)OC(C)(C)C tert-butyl (3S)-3-[3-bromo-4-carbamoyl-5-[(2-hydroxyethyl)amino]pyrazol-1-yl]pyrrolidine-1-carboxylate